7-(bromomethyl)-5-(1-methyl-3-(trifluoromethyl)-1H-pyrazol-4-yl)isochroman-1-one BrCC1=CC(=C2CCOC(C2=C1)=O)C=1C(=NN(C1)C)C(F)(F)F